FC(C1=CC=C2C(=CNC2=C1)S(=O)(=O)Cl)(F)F 6-(trifluoromethyl)-1H-indole-3-sulfonyl chloride